FC1=C(C(=CC(=C1)S(=O)(=O)C)F)C1(NC(=C(C(=N1)NC1=NNC(=C1)C)OC)C=1C=NN(C1)C)NC 2-(2,6-difluoro-4-(methylsulfonyl)phenyl)-5-methoxy-N2-methyl-N4-(5-methyl-1H-pyrazol-3-yl)-6-(1-methyl-1H-pyrazol-4-yl)pyrimidine-2,4-diamine